COC=1C=C(CN(C=2OC=C(N2)COCCN2CCOCC2)CC=2C=C3C=CC=NC3=CC2)C=CC1 N-(3-methoxybenzyl)-4-((2-morpholinoethoxy)methyl)-N-(quinolin-6-ylmethyl)oxazol-2-amine